NC(CN[SiH2]OC)C N-(2-aminopropyl)-amino-methoxysilane